1-[6-(hydroxymethyl)-2-methyl-2H-indazol-3-yl]-3-[(4-methoxyphenyl)methyl]-1,3-Diazinan-2,4-dione OCC=1C=CC2=C(N(N=C2C1)C)N1C(N(C(CC1)=O)CC1=CC=C(C=C1)OC)=O